C(=O)(O)C1=CC(=C(C(=O)NC2=C(C(=O)O)C=CN=C2)C=C1O)O 3-(4-carboxy-2,5-dihydroxybenzoylamino)isonicotinic acid